cis-N-methoxy-N-methyl-3-(trifluoromethoxy)cyclobutanecarboxamide CON(C(=O)[C@@H]1C[C@@H](C1)OC(F)(F)F)C